4-chloro-7-(5-chloropyrimidin-2-yl)oxy-1-(4,4,4-trifluorobutyl)indazole ClC1=C2C=NN(C2=C(C=C1)OC1=NC=C(C=N1)Cl)CCCC(F)(F)F